Cl.C1(=CC=CC=C1)C1C(CNC1)C(=O)NC1=CC=C(C=C1)C=1C=NC(=CC1)C(F)(F)F 4-phenyl-N-{4-[6-(trifluoromethyl)pyridin-3-yl]phenyl}pyrrolidine-3-carboxamide hydrochloride